C(CCNC([C@@H](O)C(C)(C)CO)=O)(=O)[O-].[Ca+2].CC(C(=O)NC1(CC1)C1=CC=CC=C1)(CC)C.C(CCNC([C@@H](O)C(C)(C)CO)=O)(=O)[O-] 2,2-dimethyl-N-(1-phenylcyclopropyl)butanamide Calcium D-pantothenate